NC1=C2C(=NC=N1)N(N=C2C2=CC=C1C=C(NC1=C2)C(=O)NCC2=CC=CC=C2)C(C)(C)C 6-(4-amino-1-tert-butyl-pyrazolo[3,4-d]pyrimidin-3-yl)-N-benzyl-1H-indole-2-carboxamide